2-(2'-hydroxy-3',5-di-t-pentylphenyl)-5-chlorobenzotriazole OC1=C(C=C(C=C1C(C)(C)CC)C(C)(C)CC)N1N=C2C(=N1)C=CC(=C2)Cl